NC=1C=NN(C1C(=O)N)C 4-amino-1-methyl-1H-pyrazole-5-carboxamide